5-(5-bromothiazol-2-yl)-N-(3-chloro-4-fluorophenyl)-2-methyl-2H-1,2,6-thiadiazine-3-carboxamide 1,1-dioxide BrC1=CN=C(S1)C=1C=C(N(S(N1)(=O)=O)C)C(=O)NC1=CC(=C(C=C1)F)Cl